3-(1,1-dimethylethyl)-1H-1,2,4-triazol CC(C)(C)C1=NNC=N1